tert-butyl 7-(4-(2-((2-hydroxy-2-methylbut-3-en-1-yl)oxy) ethoxy)-1,3-dioxoisoindolin-2-yl)-4,6-dioxo-5-azaspiro[2.5]octane-5-carboxylate OC(COCCOC1=C2C(N(C(C2=CC=C1)=O)C1C(N(C(C2(CC2)C1)=O)C(=O)OC(C)(C)C)=O)=O)(C=C)C